NCC(=O)NC(CO)C 2-Amino-N-(1-Hydroxypropan-2-Yl)Acetamide